N[C@H]1C[C@H](N(CC1)C(=O)N1CC2(CCCC2)[C@@H](CC1)CN1C(C=C(C=C1)C1=CC=CC=C1)=O)C1=CC(=CC=C1)F 1-(((R)-7-((2S,4R)-4-Amino-2-(3-fluorophenyl)piperidine-1-carbonyl)-7-azaspiro[4.5]decan-10-yl)methyl)-4-phenylpyridin-2(1H)-one